ClC1=NN2C(N=CC3=C2C2(CC2)CC3C(=O)N)=C1 2-chloro-6,7-dihydrospiro[cyclopenta[e]pyrazolo[1,5-a]pyrimidine-8,1'-cyclopropane]-6-carboxamide